2H-picolinic acid N1C(C=CC=C1)C(=O)O